ClC=1N=NC(=C(C1C(=O)O)C)Cl 3,6-dichloro-5-methylpyridazin-4-carboxylic acid